COC(CCCC(CC=O)C)(C)C 7-methoxy-3,7-dimethyloctane-1-al